(1s,2r,3s)-2-(1-formylvinyl)-5-methylcyclopentanal C(=O)C(=C)[C@H]1[C@H](C(CC1)C)C=O